ClC1=NC(N(C(=C1)C1=CSC=C1)C)=O 4-chloro-1-methyl-6-(thien-3-yl)pyrimidin-2(1H)-one